tert-butyl(2-(4-chloro-2-fluorophenyl)-2-(2,6-dibromophenoxy)ethoxy)dimethylsilane C(C)(C)(C)[Si](C)(C)OCC(OC1=C(C=CC=C1Br)Br)C1=C(C=C(C=C1)Cl)F